(butoxycarbonyl)-2,6-dihydroxybenzenesulfonate C(CCC)OC(=O)C=1C(=C(C(=CC1)O)S(=O)(=O)[O-])O